BrC=1C=2N(C=CC1)C=C(N2)COCCOC 8-bromo-2-((2-methoxyethoxy)methyl)imidazo[1,2-a]Pyridine